7-(2-fluoro-6-methyl-phenyl)-N5-[[(2S)-1-methyl-2-piperidyl]methyl]isoquinoline-3,5-diamine FC1=C(C(=CC=C1)C)C=1C=C(C=2C=C(N=CC2C1)N)NC[C@H]1N(CCCC1)C